4-methylthiazole-5-carboxylic acid propyl ester C(CC)OC(=O)C1=C(N=CS1)C